N-(6-amino-5-methyl-3-pyridyl)-2-[(5S)-5-methyl-2-[2-(3-pyridyl)-1,3-benzothiazol-5-yl]-1-piperidyl]-2-oxo-acetamide NC1=C(C=C(C=N1)NC(C(=O)N1C(CC[C@@H](C1)C)C=1C=CC2=C(N=C(S2)C=2C=NC=CC2)C1)=O)C